5-[[4-[(2-Guanidinoacetyl)amino]-3-(trifluoromethoxy)phenyl]sulfonylamino]thiazol N(C(=N)N)CC(=O)NC1=C(C=C(C=C1)S(=O)(=O)NC1=CN=CS1)OC(F)(F)F